(2S,3S)-2-Amino-3-(4-methoxy-1H-indol-3-yl)butanoic acid N[C@H](C(=O)O)[C@@H](C)C1=CNC2=CC=CC(=C12)OC